ClC1=CC=C(C(=N1)F)B(O)O 6-CHLORO-2-FLUOROPYRIDINE-3-BORONIC ACID